NC(C[C@H](C(=O)N[C@H](CCC(=O)OC1=CC=2C(=C3C(=NC2C=C1)C1=CC2=C(C(N1C3)=O)COC([C@]2(O)CC)=O)CC)C)NC(CCCCCCCCCCCCC)=O)=O (S)-4,11-diethyl-4-hydroxy-3,14-dioxo-3,4,12,14-tetrahydro-1H-pyrano[3',4':6,7]indolizino[1,2-b]quinolin-9-yl (S)-4-((R)-4-amino-4-oxo-2-tetradecanamidobutanamido)pentanoate